N=1N=CN2C=NC(=CC21)OC2=C(C=C(C=C2)NC2=C(C=NC1=CC=C(C=C21)[N+](=O)[O-])C#N)C 4-((4-([1,2,4]triazolo[4,3-c]pyrimidin-7-yloxy)-3-methylphenyl)amino)-6-nitroquinoline-3-carbonitrile